N-(3-chloro-2-fluorophenyl)-7-methoxy-6-((2-(3-methyl-pyridin-4-yl)propan-2-yl)oxy)quinazolin-4-amine ClC=1C(=C(C=CC1)NC1=NC=NC2=CC(=C(C=C12)OC(C)(C)C1=C(C=NC=C1)C)OC)F